CN(C)CC1CCC2(CC1)OC1=C(O2)C(=CC(=C1C)C(=O)OC)C#C methyl 4'-((dimethylamino) methyl)-7-ethynyl-4-methylspiro[benzo[d][1,3]dioxole-2,1'-cyclohexane]-5-carboxylate